5-((4-chloro-2-(5-hydroxy-1,4,5,6-tetrahydropyrimidin-2-yl)-5-((3'-(3-(4-hydroxypiperidin-1-yl)propoxy)-2,2'-dimethyl-[1,1'-biphenyl]-3-yl)methoxy)phenoxy)methyl)nicotinonitrile ClC1=CC(=C(OCC=2C=NC=C(C#N)C2)C=C1OCC=1C(=C(C=CC1)C1=C(C(=CC=C1)OCCCN1CCC(CC1)O)C)C)C=1NCC(CN1)O